4-((2,6-difluoro-4-(4-(methylcarbamoyl)-5-(trifluoromethyl)-1H-1,2,3-triazol-1-yl)benzyl)oxy)phenyl sulfurofluoridate S(OC1=CC=C(C=C1)OCC1=C(C=C(C=C1F)N1N=NC(=C1C(F)(F)F)C(NC)=O)F)(=O)(=O)F